4-phenyl-1-p-toluenesulfonyl-5,6-dihydropyridine C1(=CC=CC=C1)C1=CCN(CC1)S(=O)(=O)C1=CC=C(C)C=C1